C(C)OC(=O)C1=NC(=C(N=C1Cl)C)C=1C(=NC=CC1)C(F)(F)F 3-chloro-5-methyl-6-(2-(trifluoromethyl)pyridin-3-yl)pyrazine-2-carboxylic acid ethyl ester